1-(3-chlorophenyl)-3-(3,5-dibromo-2-hydroxymethylphenyl)urea ClC=1C=C(C=CC1)NC(=O)NC1=C(C(=CC(=C1)Br)Br)CO